C(C)(=O)N1CC2(C1)CC(C2)C2=NN(C=1C=CC=C(C21)C2=C(C=C1C=NN(C1=C2)C)F)CC(=O)N(C)CC(=O)NCC(=O)O {2-[2-(3-{2-acetyl-2-azaspiro[3.3]heptan-6-yl}-5'-fluoro-1'-methyl-[4,6'-biindazol]-1-yl)-N-methylacetamido]acetamido}acetic acid